C1(=CC(=CC=C1)CCCC1(CC1)C(=O)O)CCCC1(CC1)C(=O)O 1,1'-(1,3-phenylenebis(propane-3,1-diyl))bis(cyclopropane-1-carboxylic acid)